F[C@H]1[C@@H]2COCCN[C@H]12 (1S,7S,8S)-8-Fluoro-5-oxa-2-azabicyclo[5.1.0]octane